ClC1=CC(=CC(=C1)Cl)Cl 2,4,6-trichlorobenzene